6-(N2-(tert-butyloxycarbonyl)-Nω-nitro-arginyl)-N2-oleoyl-lysine benzyl ester C(C1=CC=CC=C1)OC([C@@H](NC(CCCCCCC\C=C/CCCCCCCC)=O)CCCC(N)C([C@@H](NC(=O)OC(C)(C)C)CCCNC(N[N+](=O)[O-])=N)=O)=O